8-(3-(4-fluorophenyl)-1-(methyl-d3)-1H-pyrazol-4-yl)imidazo[1,2-b]pyridazin-2-amine FC1=CC=C(C=C1)C1=NN(C=C1C=1C=2N(N=CC1)C=C(N2)N)C([2H])([2H])[2H]